BrC=1C2=C(SC1CP(OCC)(OCC)=O)C(=C(C=C2)F)OCCCC(F)(F)F diethyl ((3-bromo-6-fluoro-7-(4,4,4-trifluorobutoxy)benzo[b]thiophen-2-yl)methyl)phosphonate